2-{(1RS)-1-[(1RS)-3,3-dimethylcyclohexyl]ethoxy}-2-oxoethyl propionate C(CC)(=O)OCC(=O)O[C@H](C)[C@H]1CC(CCC1)(C)C |r|